3-CHLORO-4-FLUORO-5-NITROPHENYLBORONIC ACID ClC=1C=C(C=C(C1F)[N+](=O)[O-])B(O)O